C1(CCCCCCC1)C(C(NC1=CC=C2C(=C1)NC(C21CNCC1)=O)=O)NC(=O)C=1C(=NOC1)C N-{1-cyclooctyl-2-oxo-2-[(2-oxospiro[indoline-3,3'-pyrrolidin]-6-yl)amino]ethyl}-3-methylisoxazole-4-carboxamide